(5S,8S)-N-(3,5-difluoro-benzyl)-5-fluoro-8-hydroxy-5,6,7,8-tetrahydroquinoline-5-carboxamide FC=1C=C(CNC(=O)[C@]2(C=3C=CC=NC3[C@H](CC2)O)F)C=C(C1)F